[6-[(E)-2-(aminomethyl)-3-fluoro-allyloxy]-1-oxo-3,4-dihydroisoquinolin-2-yl]-N-propyl-acetamide hydrochloride Cl.NC/C(/COC=1C=C2CCN(C(C2=CC1)=O)CC(=O)NCCC)=C\F